NC=1SC=C(N1)/C(/C(=O)N[C@@H]1B(O[C@@H](CC1)CC(=O)O)O)=N/OC 2-((3R,6S)-3-((Z)-2-(2-aminothiazol-4-yl)-2-(methoxyimino)acetamido)-2-hydroxy-1,2-oxaborinan-6-yl)acetic acid